2-methyl-2-(3-methyl-4-((4-((3-(2-oxopiperidin-1-yl)propyl)amino)-5-(trifluoromethyl)pyrimidin-2-yl)amino)-1H-pyrazol-1-yl)propanamide CC(C(=O)N)(C)N1N=C(C(=C1)NC1=NC=C(C(=N1)NCCCN1C(CCCC1)=O)C(F)(F)F)C